C(CCCCCCC)(=O)OC1=C(C(=NC=2N1C1=C(N2)C=CC=C1)C(C)CC)CC 2-(sec-butyl)-3-ethylbenzo[4,5]imidazo[1,2-a]pyrimidin-4-yl octanoate